diphenylmethylene(cyclopentadienyl)(2,7-di-t-butylfluorenyl)hafnium C1(=CC=CC=C1)C(C1=CC=CC=C1)=[Hf](C1=C(C=CC=2C3=CC=C(C=C3CC12)C(C)(C)C)C(C)(C)C)C1C=CC=C1